FC(C[C@H](C(=O)NC1=NC=CC(=C1)C1=C(C=2C(N(C=C(C2N1)C)C)=O)C1=CC=C(C=C1)F)C1=CC=C(C=C1)F)F (2S)-4,4-Difluoro-2-(4-fluorophenyl)-N-{4-[3-(4-fluorophenyl)-5,7-dimethyl-4-oxo-4,5-dihydro-1H-pyrrolo[3,2-c]pyridin-2-yl]pyridin-2-yl}butanamid